CC1=CC/C(=C(/C)\CCC=C(C)C)/CC1 gamma-bisabolene